3-acrylamido-N-(5-(3,5-dimethoxyphenethyl)-1H-pyrazol-3-yl)benzamide tert-butyl-6-(hydroxymethyl)-8-(2-methylbutyl)-4,7-dioxohexahydro-2H-pyrazino[1,2-a]pyrimidine-1(6H)-carboxylate C(C)(C)(C)OC(=O)N1C2N(C(CC1)=O)C(C(N(C2)CC(CC)C)=O)CO.C(C=C)(=O)NC=2C=C(C(=O)NC1=NNC(=C1)CCC1=CC(=CC(=C1)OC)OC)C=CC2